5-bromo-6,7-difluoro-1-methyl-benzimidazole BrC1=CC2=C(N(C=N2)C)C(=C1F)F